COC(=O)C=1C=CC(=NC1)NC1=NN2C(C=C(C=C2)C2=C(C=NC(=C2)C)OC2CC3COCC(C2)N3C(=O)[O-])=C1 7-((4-(2-((5-(methoxycarbonyl)pyridin-2-yl)amino)pyrazolo[1,5-a]pyridin-5-yl)-6-methylpyridin-3-yl)oxy)-3-oxa-9-azabicyclo[3.3.1]nonane-9-carboxylate